C[SiH]1O[SiH](O[SiH](O[SiH](O1)C)C)C 2,4,6,8-tetramethyl-cyclotetrasiloxane